heptanoic acid isopropyl-myristate C(C)(C)OC(CCCCCCCCCCCCC)=O.C(CCCCCC)(=O)O